ClC1=CC2=C(N=C(S2)CCCCl)C=C1 6-chloro-2-(3-chloropropyl)benzothiazole